(2S,4S)-2-tert-butoxycarbonylamino-4-methyl-glutaric acid C(C)(C)(C)OC(=O)N[C@H](C(=O)O)C[C@@H](C(=O)O)C